methyl (S)-4,4-difluoro-1-methylpyrrolidine-2-carboxylate FC1(C[C@H](N(C1)C)C(=O)OC)F